BrC=1N=C2C(=C(C(N(C2=CC1)C)=O)C#N)N1C[C@H]([C@@H](CC1)OC1=CC=C(C=C1)C(C)(C)CC)C |r| (+/-)-6-bromo-1-methyl-4-((3R,4R)-3-methyl-4-(4-(tert-amyl)phenoxy)piperidin-1-yl)-2-oxo-1,2-dihydro-1,5-naphthyridine-3-carbonitrile